BrC=1C=C(C(=NC1OC(C)C)C)N=CN(C)CC N'-[5-bromo-2-methyl-6-(2-propoxy)-3-pyridinyl]-N-ethyl-N-methyl-formamidine